C1(=CC=CC=C1)C1CC2C(CN(C2)C(=O)NC=2C=NC=CC2)C1 5-phenyl-N-(pyridin-3-yl)-octahydrocyclopenta[c]pyrrole-2-carboxamide